C(CCCCCCC\C=C/CCCCCCCC)(=O)[O-].[Al+3].C(CCCCCCC\C=C/CCCCCCCC)(=O)[O-].C(CCCCCCC\C=C/CCCCCCCC)(=O)[O-] Aluminium oleat